ClC=1N=CC(=NC1)CC(=O)N (5-Chloropyrazin-2-yl)acetamide